(R)-3-(1-(6-(2-((1-(2,2-Difluoroethyl)-1H-pyrazol-3-yl)amino)pyrimidin-4-yl)pyridin-2-yl)-1H-1,2,3-triazol-4-yl)-3-hydroxy-1-methylpyrrolidin-2-one FC(CN1N=C(C=C1)NC1=NC=CC(=N1)C1=CC=CC(=N1)N1N=NC(=C1)[C@]1(C(N(CC1)C)=O)O)F